C1=C(C=CC2=CC=CC=C12)OC=1C=C(C(C#N)=CC1)C#N 4-(2-naphthyloxy)phthalonitrile